ethyl (R)-3-(4-chlorophenyl)-3-hydroxypropionate ClC1=CC=C(C=C1)[C@@H](CC(=O)OCC)O